1-(2-(2-chloro-4-(tetrahydro-1H-furo[3,4-c]pyrrol-5(3H)-yl)benzyl)-2,8-diazaspiro[4.5]decane-8-carbonyl)-1H-pyrazole-3-carboxylic acid ClC1=C(CN2CC3(CC2)CCN(CC3)C(=O)N3N=C(C=C3)C(=O)O)C=CC(=C1)N1CC3C(C1)COC3